2-((6-hydroxyhexyl)oxy)-4-methoxybenzaldehyde OCCCCCCOC1=C(C=O)C=CC(=C1)OC